Tert-butyl (1-(4-bromophenyl)-3-((tert-butyldimethylsilyl)oxy)propyl)carbamate BrC1=CC=C(C=C1)C(CCO[Si](C)(C)C(C)(C)C)NC(OC(C)(C)C)=O